CC=1C2=C(C(=NC1N[C@H]1[C@H](CCCC1)NC(OC(C)(C)C)=O)C=1C=NN(C1)C)C(NC2)=O tert-butyl (1S,2R)-2-(7-methyl-4-(1-methyl-1H-pyrazol-4-yl)-3-oxo-2,3-dihydro-1H-pyrrolo[3,4-c]pyridin-6-ylamino)cyclohexylcarbamate